tert-butyl cis-hexahydropyrrolo[3,4-b]pyrrole-5(1H)-carboxylate N1[C@@H]2[C@H](CC1)CN(C2)C(=O)OC(C)(C)C